2-(3-(2-((1,5-dimethyl-1H-pyrazol-3-yl)amino)-5-methylpyrimidin-4-yl)-1H-indol-7-yl)-6-(1,2,3,6-tetrahydropyridin-4-yl)isoindolin-1-one CN1N=C(C=C1C)NC1=NC=C(C(=N1)C1=CNC2=C(C=CC=C12)N1C(C2=CC(=CC=C2C1)C=1CCNCC1)=O)C